O1CC[C@]12CN[C@@H](CC2)CO ((4R,7S)-1-oxa-6-azaspiro[3.5]nonan-7-yl)methanol